5-(5-methyl-1H-indazol-4-yl)pyrazolo[1,5-a]pyrimidine-2-carboxylic acid CC=1C(=C2C=NNC2=CC1)C1=NC=2N(C=C1)N=C(C2)C(=O)O